C1(CC1)CN1N=CC=2C1=CN=C(C2)NC(C(C)N2C[C@@H](C(CC2)(F)F)C2=CNC(C=C2)=O)=O N-(1-(cyclopropyl-methyl)-1H-pyrazolo[3,4-c]pyridin-5-yl)-2-((S)-4,4-difluoro-3-(6-oxo-1,6-dihydropyridin-3-yl)piperidin-1-yl)propanamide